5-[4-{[(3R)-3-Hydroxybutyl]amino}-3-(trifluoromethyl)phenyl]-3,6-dihydro-2H-1,3,4-oxadiazin-2-one O[C@@H](CCNC1=C(C=C(C=C1)C1=NNC(OC1)=O)C(F)(F)F)C